1-(3-(Trifluoromethoxy)cyclobutyl)-1H-pyrazole-3-carboxylic acid FC(OC1CC(C1)N1N=C(C=C1)C(=O)O)(F)F